4-[5-(4,7-dimethylbenzofuran-2-yl)-1,2,4-oxadiazol-3-yl]Benzoic acid CC1=CC=C(C2=C1C=C(O2)C2=NC(=NO2)C2=CC=C(C(=O)O)C=C2)C